CC1=CC2=C(C(=C1O)CC=C(C)C)O[C@@H]3[C@H]2COC4=C3C=CC(=C4CC=C(C)C)O The molecule is a member of the class of pterocarpans that is (6aR,11aR)-pterocarpan substituted by hydroxy groups at positions 3 and 9, a methyl group at position 8 and prenyl groups at positions 4 and 10. Isolated from the roots of Lespedeza floribunda, it acts as a melanin synthesis inhibitor. It has a role as a melanin synthesis inhibitor and a plant metabolite. It is a member of phenols and a member of pterocarpans.